6-chloro-4-((3-(5-(difluoromethyl)-1,2,4-oxadiazol-3-yl)-2-methoxyphenyl)amino)-N-(methyl-d3)pyridazine-3-carboxamide ClC1=CC(=C(N=N1)C(=O)NC([2H])([2H])[2H])NC1=C(C(=CC=C1)C1=NOC(=N1)C(F)F)OC